COC1=CC=C(C=N1)[C@H](CC(=O)O)N1N=CC2=CC(=CC=C12)OCCC1=NC=2NCCCC2C=C1 (S)-3-(6-Methoxypyridin-3-yl)-3-(5-(2-(5,6,7,8-tetrahydro-1,8-naphthyridin-2-yl)ethoxy)-1H-indazol-1-yl)propanoic acid